Cl.FC=1C=2N(C=C(C1)NC(=O)C1=CC=C(C3=CN(N=C13)CCO)N1CCNCC1)C=C(N2)C N-{8-fluoro-2-methylimidazo[1,2-a]pyridin-6-yl}-2-(2-hydroxyethyl)-4-(piperazin-1-yl)indazole-7-carboxamide hydrochloride